trioctyl-{3-(chlorodimethylsilyl)propyl}phosphonium bis(trifluoromethanesulfonyl)imide [N-](S(=O)(=O)C(F)(F)F)S(=O)(=O)C(F)(F)F.C(CCCCCCC)[P+](CCC[Si](C)(C)Cl)(CCCCCCCC)CCCCCCCC